2-(7-cyano-6-isopropoxy-benzo[b]thiophen-2-yl)-4-methylthiazole-5-carboxylic acid C(#N)C1=C(C=CC2=C1SC(=C2)C=2SC(=C(N2)C)C(=O)O)OC(C)C